Methyltetrazineamine CC1=C(N=NN=N1)N